p-(4-morpholino-1-{[2-(trimethylsilyl)ethoxy]methyl}-1H-1,5,7-triazainden-2-yl)aniline O1CCN(CC1)C1=C2C=C(N(C2=NC=N1)COCC[Si](C)(C)C)C1=CC=C(N)C=C1